(R)-3-(2-(2,3-dihydrobenzofuran-7-yl)-2-(1H-imidazol-4-yl)ethyl)pyridazine O1CCC2=C1C(=CC=C2)[C@@H](CC=2N=NC=CC2)C=2N=CNC2